BrC=1C(=C(C=CC1)C(C)=O)N1CCC(CC1)CN1CC(OC(C1)C)C 1-(3-bromo-2-(4-((2,6-dimethylmorpholino)methyl)piperidin-1-yl)phenyl)ethan-1-one